Lithium pyridine-6-carboxylate N1=CC=CC=C1C(=O)[O-].[Li+]